(E)-3-(5-chloro-2-hydroxyphenyl)-1-phenylpropan-2-en-1-one ClC=1C=CC(=C(C1)/C=C/C(=O)C1=CC=CC=C1)O